FC(CO)(C1=C(C(=CC=C1)[C@@H](C)NC=1C2=C(N=C(N1)C)N=C(C(=C2)N2CCN(CC2)C(C)C)OC)F)F (R)-2,2-difluoro-2-(2-fluoro-3-(1-((6-(4-isopropylpiperazin-1-yl)-7-methoxy-2-methylpyrido[2,3-d]pyrimidin-4-yl)amino)ethyl)phenyl)ethan-1-ol